(3-chloro-6-fluoro-2-phenethyl-phenyl)-5-hydroxy-2,6-dimethyl-pyridazin-3-one ClC=1C(=C(C(=CC1)F)C=1C(N(N=C(C1O)C)C)=O)CCC1=CC=CC=C1